diaminobiphenylene NC1=C(C=2C3=CC=CC=C3C2C=C1)N